C1(CC1)OC=1C(=NC=C(C1)F)OC1=CC=2N(C=C1)N=C(C2)C(=O)NC2(CS(C2)(=O)=O)C 5-((3-Cyclopropoxy-5-fluoropyridin-2-yl)oxy)-N-(3-methyl-1,1-dioxidothietan-3-yl)pyrazolo[1,5-a]pyridine-2-carboxamide